2-((S)-1-methylpyrrolidin-2-yl)acetamide CN1[C@@H](CCC1)CC(=O)N